3-methyl-N-(o-tolyl)-2-(2,2,2-trifluoroacetamido)butanamide CC(C(C(=O)NC1=C(C=CC=C1)C)NC(C(F)(F)F)=O)C